C(C1=CC=CC=C1)C1C2C3CNC1(CC3CN2CC(C)C)C(=O)NCC2CCCCC2 7-benzyl-N-cyclohexylmethyl-1-isobutyloctahydro-6H-3,6-methanopyrrolo[3,2-c]pyridine-6-carboxamide